1,7,13,19-tetraoxa-4,10,16,22-tetrazacyclotetracosane O1CCNCCOCCNCCOCCNCCOCCNCC1